C(C)(C)(C)OC(=O)N1CCN(CC1)C12CCC(CC1)(CC2)N2N=C1C=C(C(=CC1=C2)[N+](=O)[O-])C(=O)OC methyl 2-(4-(4-(tert-butoxycarbonyl) piperazin-1-yl) bicyclo[2.2.2]octan-1-yl)-5-nitro-2H-indazole-6-carboxylate